methyl trans-4-[(5-cyanoindazol-2-yl)methyl]cyclohexanecarboxylate C(#N)C1=CC2=CN(N=C2C=C1)C[C@@H]1CC[C@H](CC1)C(=O)OC